BrC1=CC2=C(NC(=NC2=O)CN(C(OC(C)(C)C)=O)C[C@H]2NC(CC2)=O)N=C1 tert-Butyl (S)-((6-bromo-4-oxo-1,4-dihydropyrido[2,3-d]pyrimidin-2-yl)methyl)((5-oxopyrrolidin-2-yl)methyl)carbamate